(2',2'-difluoroethoxy)-6-trifluoromethylbenzenesulfonic acid FC(COC1=C(C(=CC=C1)C(F)(F)F)S(=O)(=O)O)F